2-(((4Z,7Z,10Z,13Z,16Z,19Z)-docosa-4,7,10,13,16,19-hexaen-1-yl)oxy)butanoic acid C(CC\C=C/C\C=C/C\C=C/C\C=C/C\C=C/C\C=C/CC)OC(C(=O)O)CC